COC(=O)C1=NN(C2=CC=CC(=C12)CC1=CC=C(C=C1)C(F)(F)F)C(C)C 1-isopropyl-4-[[4-(trifluoromethyl)phenyl]methyl]-indazole-3-carboxylic acid methyl ester